CC1(CN(C1)C=1C=NC=2CCN(CC2C1)C1=C(C(=C(N=N1)C#N)C)C)C 6-[3-(3,3-dimethylazetidin-1-yl)-7,8-dihydro-5H-1,6-naphthyridin-6-yl]-4,5-dimethyl-pyridazine-3-carbonitrile